2-((1-(4-(2-(2-Aminopyridin-3-yl)-5-(3-oxo-1,4-diazepan-1-yl)-3H-imidazo[4,5-b]pyridin-3-yl)benzyl)piperidin-4-yl)amino)pyrimidine-4-carbonitrile NC1=NC=CC=C1C1=NC=2C(=NC(=CC2)N2CC(NCCC2)=O)N1C1=CC=C(CN2CCC(CC2)NC2=NC=CC(=N2)C#N)C=C1